C(C1=CC=CC=C1)OC[C@@H](C(=O)O)O (S)-3-(benzyloxy)-2-hydroxypropanoic acid